BrC1=C(C=C2C(=N1)C(OC2)(C)C)N 2-bromo-7,7-dimethyl-5,7-dihydrofuro[3,4-b]pyridin-3-amine